4-fluoro-N,N-bis(4-methoxybenzyl)-1H-pyrazole-3-sulfonamide FC=1C(=NNC1)S(=O)(=O)N(CC1=CC=C(C=C1)OC)CC1=CC=C(C=C1)OC